(2-decyltetradecyl)proline C(CCCCCCCCC)C(CN1[C@@H](CCC1)C(=O)O)CCCCCCCCCCCC